Cl.NC1C(N(C2=C(OC1)C=CC(=N2)N2CC1(C2)CCOCC1)C)=O 3-amino-5-methyl-7-(7-oxa-2-azaspiro[3.5]nonan-2-yl)-2,3-dihydropyrido[3,2-b][1,4]oxaazepin-4(5H)-one hydrochloride